1Z,14Z,17Z-eicosatetraenoic acid C(C=CC=CC=CC=CCCCCCCCCCCC)(=O)O